N-(6-(2-(3-chloro-4-fluorophenyl)-2-Methylpropionyl)pyridin-3-yl)-2-(4-(methylsulfonamido)phenyl)acetamide ClC=1C=C(C=CC1F)C(C(=O)C1=CC=C(C=N1)NC(CC1=CC=C(C=C1)NS(=O)(=O)C)=O)(C)C